OC=1C=C(C(=O)[O-])C=CC1I 3-Hydroxy-4-iodobenzoate